tert-butyl 2-{[4-(2-methoxy-2-oxoethyl)phenyl]amino}-5H,6H,7H,8H-pyrido[3,4-d]pyrimidine-7-carboxylate COC(CC1=CC=C(C=C1)NC=1N=CC2=C(N1)CN(CC2)C(=O)OC(C)(C)C)=O